tetradecylamine acetic acid salt C(C)(=O)O.C(CCCCCCCCCCCCC)N